C[Si](C)(C)[As]([Si](C)(C)C)[Si](C)(C)C tris(trimethylsilyl)-arsine